1-(tert-butyl) 2,4-dimethyl (2S,4S)-pyrrolidine-1,2,4-tricarboxylate N1([C@@H](C[C@@H](C1)C(=O)OC)C(=O)OC)C(=O)OC(C)(C)C